CN1CC(C1)(C)[C@@](C=1C=C(C=NC1)N1C(OC(C1)C1CCOCC1)=O)(C1=CC=C(C=C1)C(C)C)O 3-{5-[(R)-(1,3-Dimethyl-azetidin-3-yl)-hydroxy-(4-isopropyl-phenyl)-methyl]-pyridin-3-yl}-5-(tetrahydro-pyran-4-yl)-oxazolidin-2-one